CC1=CNC=2N=CN=C(C21)NC2CCC(CC2)N2CCNCC2 5-Methyl-N-(4-piperazin-1-ylcyclohexyl)-7H-pyrrolo[2,3-d]pyrimidin-4-amine